FC1=CC=C(C=C1)C1=C(COC2=CC=C(C=C12)OC(F)(F)F)CNCC N-((4-(4-fluorophenyl)-6-(trifluoromethoxy)-2H-chromen-3-yl)methyl)ethylamine